ClC1=C(C(=CC=C1)Cl)C1CC(=NO1)C=1N=C(SC1)C1CCN(CC1)C(COC=1N=NC(=CC1)C(F)(F)F)=O 1-(4-(4-(5-(2,6-dichlorophenyl)-4,5-dihydroisoxazol-3-yl)thiazol-2-yl)piperidin-1-yl)-2-((6-(trifluoromethyl)pyridazin-3-yl)oxy)ethan-1-one